1,4-benzendiamine C1(=CC=C(C=C1)N)N